ClC1=NC(=C2C(=CC(N(C2=C1F)CC1=CC=C(C=C1)OC)=O)O)OC[C@@H]1[C@H]2CC[C@@H](CN1)N2C(=O)OC(C)(C)C Tert-butyl (1R,2S,5S)-2-(((7-chloro-8-fluoro-4-hydroxy-1-(4-methoxybenzyl)-2-oxo-1,2-dihydro-1,6-naphthyridin-5-yl)oxy)methyl)-3,8-diazabicyclo[3.2.1]octane-8-carboxylate